13-Chloro-21-fluoro-14-hydroxy-16,16-dioxo-9-oxa-16λ6-thia-17-azatetracyclo[16.3.1.111,15.02,7]tricosa-1(21),2(7),3,5,11,13,15(23),18(22),19-nonaen-10-one ClC=1C=C2C(OCC=3C=CC=CC3C3=C(C=CC(NS(C(C1O)=C2)(=O)=O)=C3)F)=O